CP(=O)(C)C1=C(C=CC=C1)NC=1C2=C(N=C(N1)NC=1C=C3CCC(NC3=CC1)=O)NC=C2 6-((4-((2-(dimethylphosphoryl)phenyl)amino)-7H-pyrrolo[2,3-d]pyrimidin-2-yl)amino)-3,4-dihydroquinolin-2(1H)-one